aminopteridine hydrobromide Br.NC1=NC2=NC=CN=C2C=N1